8-(3,4,5-trimethoxyphenyl)[2]benzoxepino[3,4-f]-1,3-benzodioxol-11(6H)-one COC=1C=C(C=C(C1OC)OC)C1=CC2=C(C(C=3C(=CC4=C(OCO4)C3)OC2)=O)C=C1